2-bromo-6-(((tert-butyldimethyl-silyl)oxy)methyl)quinoline BrC1=NC2=CC=C(C=C2C=C1)CO[Si](C)(C)C(C)(C)C